Trihexyltetradecyl-phosphonium C(CCCCC)[P+](CCCCCCCCCCCCCC)(CCCCCC)CCCCCC